2-((4-bromo-5-methyl-2-(tetrahydrofuran-2-yl)phenyl)amino)-6-ethyl-5,6-dihydro-7H-pyrrolo[3,4-b]pyridin-7-one BrC1=CC(=C(C=C1C)NC1=CC=C2C(=N1)C(N(C2)CC)=O)C2OCCC2